5-Nitro-1-(pyridin-3-ylmethyl)-1H-indole [N+](=O)([O-])C=1C=C2C=CN(C2=CC1)CC=1C=NC=CC1